CC1=CC(=NC(=N1)NC=1C=C(C2=C(CCO2)C1)OCCCN1CCCC1)N 6-Methyl-N2-[7-(3-pyrrolidin-1-ylpropoxy)-2,3-dihydrobenzofuran-5-yl]pyrimidine-2,4-diamine